4-(4-chloro-2,3-difluorophenyl)-3-(3-chlorophenyl)-1-ethyl-5-neopentylpyrrolidine-2-carboxylic acid ClC1=C(C(=C(C=C1)C1C(C(N(C1CC(C)(C)C)CC)C(=O)O)C1=CC(=CC=C1)Cl)F)F